1-(bromomethyl)-2-chloro-4-(trifluoromethyl)benzene BrCC1=C(C=C(C=C1)C(F)(F)F)Cl